FC1=C(CN2C(C(=CC=3C2=NC=CN3)C3CCN(CC3)C=3C(=NC=CC3)C(F)(F)F)=O)C=CC=C1 5-(2-fluorobenzyl)-7-(1-(2-(trifluoromethyl)pyridin-3-yl)piperidin-4-yl)pyrido[2,3-b]pyrazin-6(5H)-one